dicyclohexyl-5-isocyanatomethyl-cyclohexane C1(CCCCC1)C1(CCC(CC1)CN=C=O)C1CCCCC1